[Cl-].C(CCC)[P+](CC(C)OC)(CCCC)CCCC tributyl-2-methoxypropylphosphonium chloride